COC1CCN(CC1)C1=CC(N(N=C1)CC=1C(=NOC1C)C=1C=NC(=CC1)C)=O 5-(4-Methoxypiperidin-1-yl)-2-((5-methyl-3-(6-methylpyridin-3-yl)isoxazol-4-yl)methyl)pyridazin-3(2H)-one